CC=1SC=2N(C3=C(N(C(C2N1)=O)C)C=NC(=N3)NC3=NC=C(C=C3)N3CCN(CC3)C)C 2,4,9-trimethyl-6-((5-(4-methylpiperazin-1-yl)pyridin-2-yl)amino)-4,9-dihydro-10H-pyrimido[5,4-b]thiazolo[5,4-e][1,4]diazepin-10-one